ClC1=C(C=C(C=C1OC)OC)C1=CC2=C(N=C(N=C2)NC2=CC=C(C=C2)N2CCN(CC2)CC)N2C1=NN=C2N 6-(2-chloro-3,5-dimethoxyphenyl)-N2-(4-(4-ethylpiperazin-1-yl)phenyl)-[1,2,4]triazolo[4',3':1,6]pyrido[2,3-d]pyrimidine-2,9-diamine